N[C@@H](CC1=CC=CC=C1)C(=O)OCCCCCCCCCCCCCCCCCCC Nonadecyl L-phenylalaninate